2-methyl-6-(5-(trifluoromethyl)pyridin-2-yl)piperidine-1-carboxylic acid tert-butyl ester C(C)(C)(C)OC(=O)N1C(CCCC1C1=NC=C(C=C1)C(F)(F)F)C